C(C1=CC=CC=C1)ON1[C@@H]2CC[C@H](N(C1=O)C2)C(NC(=O)C=2OC=CC2)=N N-(((2S,5R)-6-(benzyloxy)-7-oxo-1,6-diazabicyclo[3.2.1]octan-2-yl)(imino)methyl)furan-2-carboxamide